3-(benzyloxy)-4-oxopyrrolidine-1-carboxylic acid tert-butyl ester C(C)(C)(C)OC(=O)N1CC(C(C1)=O)OCC1=CC=CC=C1